3-[4-[6-(methylcarbamoyl)imidazo[1,2-a]pyridin-2-yl]-3-oxo-piperazin-2-yl]propanoic acid CNC(=O)C=1C=CC=2N(C1)C=C(N2)N2C(C(NCC2)CCC(=O)O)=O